N-allyl-(benzisothiazolin-3-one-2-yl)formamide C(C=C)N(C=O)N1SC2=C(C1=O)C=CC=C2